ClC=1N=CC(=NC1)CC1=C2C=CNC2=CC(=C1OC=1C=CC(=C(C#N)C1)F)F 5-((4-((5-Chloropyrazin-2-yl)methyl)-6-fluoro-1H-indol-5-yl)oxy)-2-fluorobenzonitrile